N[C@]1(CN(CC1)C1=C(C(=C(C=C1)F)C(F)(F)F)CN1C2=NC=NC(=C2N=C1)N)C(=O)N1CC(CC1)C#N 1-((R)-3-Amino-1-(2-((6-amino-9H-purin-9-yl)methyl)-4-fluoro-3-(trifluoromethyl)phenyl)pyrrolidin-3-carbonyl)pyrrolidin-3-carbonitril